O=S.[Co].[Cu] copper-cobalt oxysulfide